1-(2,5-dichloropyrimidin-4-yl)ethanone ClC1=NC=C(C(=N1)C(C)=O)Cl